tert-butyl (S)-3-((6-(3-(tert-butoxy)-2-((1,3-dioxoisoindolin-2-yl)oxy)-3-oxopropoxy)-isoquinolin-1-yl)amino)azetidine-1-carboxylate C(C)(C)(C)OC([C@H](COC=1C=C2C=CN=C(C2=CC1)NC1CN(C1)C(=O)OC(C)(C)C)ON1C(C2=CC=CC=C2C1=O)=O)=O